BrCCC\C=C/CC (3Z)-7-Bromohept-3-ene